(-)-6-(difluoromethyl-d)-8-((1R,2R)-2-hydroxy-2-methylcyclopentyl)-2-((1-(methylsulfonyl)piperidin-4-yl-3,3,5,5-d4)amino)pyrido[2,3-d]pyrimidin-7(8H)-one FC(C1=CC2=C(N=C(N=C2)NC2C(CN(CC2([2H])[2H])S(=O)(=O)C)([2H])[2H])N(C1=O)[C@H]1[C@](CCC1)(C)O)([2H])F